COC=1C=C(CN(C)CC2=CC(=NC(=N2)N)NC2=CC=C(C=C2)C)C=CC1 6-(((3-methoxybenzyl)(methyl)amino)methyl)-N4-p-tolylpyrimidine-2,4-diamine